sodium 2,8-dihydroxynaphthalene-6-sulfonate OC1=CC2=C(C=C(C=C2C=C1)S(=O)(=O)[O-])O.[Na+]